C(C)N1C2=CC=C(C=C2C=2C=CC=CC12)C(C1=C(C=C(C=C1)C1OCCC1)C)=O 9-ethyl-6-(2-methyl-4-tetrahydrofuranyl-benzoyl)-9H-carbazole